N-(4-cyclobutyl-1-methyl-5-(4-(trifluoromethyl)phenyl)-1H-pyrazol-3-yl)-3,3-difluoro-1-methylcyclobutane-1-carboxamide C1(CCC1)C=1C(=NN(C1C1=CC=C(C=C1)C(F)(F)F)C)NC(=O)C1(CC(C1)(F)F)C